(S)-N-(3-(2-((2-methoxy-6-(pyrrolidin-3-ylamino)pyridin-3-yl)amino)quinazolin-8-yl)phenyl)acrylamide COC1=NC(=CC=C1NC1=NC2=C(C=CC=C2C=N1)C=1C=C(C=CC1)NC(C=C)=O)N[C@@H]1CNCC1